FC1=CC=C(C=C1)NC(=O)C1(CC1)C(=O)NC1=CC(=C(C=C1)OC1=CC=NC2=CC(=C(C=C12)OC)O)F cyclopropane-1,1-dicarboxylic acid [3-fluoro-4-(7-hydroxy-6-methoxy-quinolin-4-yloxy)-phenyl]-amide (4-fluoro-phenyl)-amide